ClC1=C(NC=2NN(C3=CC(C=CC23)=NCC2CCC(N2)=O)C)C=CC=C1C1=CC=CC=C1 5-((3-(2-chloro-3-phenylanilino)-1-methylindazol-6-ylidene)aminomethyl)pyrrolidin-2-one